(3S,4R,5S,6R)-3-(hydroxyamino)-6-(hydroxymethyl)tetrahydro-2H-pyran-2,4,5-triol ON[C@@H]1C(O[C@@H]([C@H]([C@@H]1O)O)CO)O